C(C)OC=1C=C(C=CC1)C=1C=C(SC1)C(=O)N1CCNCC1 4-[4-(3-ethoxyphenyl)thiophene-2-carbonyl]piperazin